C(C)[C@]1(C(OCC=2C(N3CC=4C(=NC=5C=C(C(=C6C5C4[C@H](CC6)NC(CSC(C6=CC=CC=C6)(C6=CC=CC=C6)C6=CC=CC=C6)=O)C)F)C3=CC21)=O)=O)O N-((1S,9S)-9-ethyl-5-fluoro-9-hydroxy-4-methyl-10,13-dioxo-2,3,9,10,13,15-hexahydro-1H,12H-benzo[de]pyrano[3',4':6,7]indolizino[1,2-b]quinolin-1-yl)-2-(tritylthio)acetamide